OC1=C(C=C(C=C1)C)[P+](C1=CC=CC=C1)(C1=CC=CC=C1)C1=CC=CC=C1 (2-hydroxy-5-methylphenyl)triphenylphosphonium